5-chloro-2-[[rac-(1S,2R)-2-(6-fluoro-2,3-dimethyl-phenyl)-1-(2-oxo-3H-1,3,4-oxadiazol-5-yl)propyl]sulfamoyl]benzamide ClC=1C=CC(=C(C(=O)N)C1)S(N[C@@H]([C@H](C)C1=C(C(=CC=C1F)C)C)C1=NNC(O1)=O)(=O)=O |r|